1,15-diazabicyclooctacosane N1(CCCCCCCCCCCCCNCCCCCCCCCCCCC1)C1CCCCCCCCCCCCCCCCCCCCCCCCCCC1